4-((2,2-difluorocyclopropyl)methyl)-2,6-difluorobenzaldehyde FC1(C(C1)CC1=CC(=C(C=O)C(=C1)F)F)F